NC=1C=C(C=C(C1OC)OC)CC(C)=O 1-(3-amino-4,5-dimethoxyphenyl)propanone